N-(fluoro(morpholino)methylene)-N-methylmethanaminium hexafluorophosphate F[P-](F)(F)(F)(F)F.FC(=[N+](C)C)N1CCOCC1